C(C)(C)(C)C1=C(C(=CC(=C1)C(C)=O)C(C)(C)C)O 2,6-di-t-butyl-4-acetylphenol